3-(((1-((2-chloropyrimidin-5-yl)amino)isoquinolin-6-yl)oxy)methyl)bicyclo[1.1.1]pentane-1-carbonitrile ClC1=NC=C(C=N1)NC1=NC=CC2=CC(=CC=C12)OCC12CC(C1)(C2)C#N